The molecule is an N-methyl-L-amino acid that is L-isoleucine in which one of the hydrogens attached to the alpha-nitrogen is substituted by a methyl group. It is a N-methyl-L-alpha-amino acid and a N-methylisoleucine. CC[C@H](C)[C@@H](C(=O)O)NC